The molecule is a retinoid that is all-trans-retinal carrying an oxo substituent at position 4 on the cyclohexenyl ring. It has a role as a mouse metabolite. It is an enal, a retinoid and an enone. It derives from an all-trans-retinal. CC1=C(C(CCC1=O)(C)C)/C=C/C(=C/C=C/C(=C/C=O)/C)/C